(E)-2-(6-(benzyloxy)hex-3-enyl)-1,3-dioxolane C(C1=CC=CC=C1)OCC/C=C/CCC1OCCO1